C1(CCCCCC1)NC(OC1=CC(=C(C=C1)OC)C=1C=NC=C(C1)C1=NN=CN1COCC[Si](C)(C)C)=O 4-methoxy-3-(5-(4-((2-(trimethylsilyl)ethoxy)methyl)-4H-1,2,4-triazol-3-yl)pyridin-3-yl)phenyl cycloheptylcarbamate